2-(1-methyl-1H-pyrazol-4-yl)-N-(3-methyl-5-((2-(methyl(tetrahydro-2H-pyran-4-yl)amino)ethyl)carbamoyl)thiophen-2-yl)pyrazolo[5,1-b]thiazole-7-carboxamide CN1N=CC(=C1)C1=CN2C(S1)=C(C=N2)C(=O)NC=2SC(=CC2C)C(NCCN(C2CCOCC2)C)=O